C1(CC1)C=1C=C2C(=NC1)N(N=C2C(=O)N[C@@H]2C(N(C1=C(OC2)C=CC=C1)C)=O)COCC[Si](C)(C)C (S)-5-cyclopropyl-N-(5-methyl-4-oxo-2,3,4,5-tetrahydrobenzo[b][1,4]oxazepin-3-yl)-1-((2-(trimethylsilyl)ethoxy)methyl)-1H-pyrazolo[3,4-b]pyridine-3-carboxamide